3-{4-[(2-amino-4-pyrimidinyl)oxy]-2-isopropylphenyl}-1-[5-(difluoromethyl)-3-pyridinyl]-2,4-imidazolidinedione trifluoroacetate FC(C(=O)O)(F)F.NC1=NC=CC(=N1)OC1=CC(=C(C=C1)N1C(N(CC1=O)C=1C=NC=C(C1)C(F)F)=O)C(C)C